5'-(4-carboxyphenyl)-[1,1':3',1''-terphenyl]-4,4''-dicarboxylic acid C(=O)(O)C1=CC=C(C=C1)C=1C=C(C=C(C1)C1=CC=C(C=C1)C(=O)O)C1=CC=C(C=C1)C(=O)O